C1(CC1)N(C(=O)C1=NC=C(C=C1C(F)F)N=C(C1=CC=CC=C1)C1=CC=CC=C1)C N-cyclopropyl-3-(difluoromethyl)-5-((diphenylmethylene)amino)-N-methylpyridinamide